4-bromo-2-(bromomethyl)-1-nitrobenzene BrC1=CC(=C(C=C1)[N+](=O)[O-])CBr